C(#N)COCCC[C@H](C)NC(OC(C)(C)C)=O (S)-Tert-butyl (5-(cyanomethoxy)pentan-2-yl)carbamate